ClC=1C=C(NC2(CCC3(C(=CC4=CC=CC=C34)C[C@@H](CC)CO)CC2)C(=O)OC)C=CC1 methyl (1r,4R)-4-(3-chloroanilino)-2'-[(2R)-2-(hydroxymethyl)butyl]spiro[cyclohexane-1,1'-indene]-4-carboxylate